N1C(=NCC1)C1=CC=C(C=C1)CC(=O)NC=1C=C(C(=O)OC(C)(C)C)C=C(C1)NC(CC1=CC=C(C=C1)C=1NCCN1)=O tert-butyl 3,5-bis(2-(4-(4,5-dihydro-1H-imidazol-2-yl)phenyl)acetamido)benzoate